6'-bromo-1'-(3-oxocyclobutyl)spiro[cyclopropane-1,3'-indolin]-2'-one BrC1=CC=C2C3(C(N(C2=C1)C1CC(C1)=O)=O)CC3